1-((7-(bicyclo[1.1.1]pentane-1-carbonyl)-10-hydroxy-7-azaspiro[4.5]decan-10-yl)methyl)-N,N-dimethyl-6-oxo-4-phenyl-1,6-dihydropyridine-3-carboxamide C12(CC(C1)C2)C(=O)N2CC1(CCCC1)C(CC2)(O)CN2C=C(C(=CC2=O)C2=CC=CC=C2)C(=O)N(C)C